C1(CCCCC1)OCC(=O)OCC=C ALLYL (CYCLOHEXYLOXY)ACETATE